2,4-bis(4-hydroxy-phenyl)-2-methylbutane OC1=CC=C(C=C1)C(C)(CCC1=CC=C(C=C1)O)C